ClC=1C=C(C=C(C1O)Cl)C(=O)N1C2=C(OC3(CC3)C1)C=CC(=C2)C(F)(F)F (3,5-dichloro-4-hydroxyphenyl)(6-(trifluoromethyl)spiro[benzo[b][1,4]oxazin-2,1'-cyclopropane]-4(3H)-yl)methanone